C(#N)C1=NC2=CC(=CC(=C2N=C1C=1C=NN(C1)C)[C@@H](C)NC1=C(C(=O)O)C=CC=C1)C (R)-2-((1-(2-cyano-7-methyl-3-(1-methyl-1H-pyrazol-4-yl)quinoxalin-5-yl)ethyl)amino)benzoic acid